14-eicoseneic acid methyl ester COC(CCCCCCCCCCCCC=CCCCCC)=O